methyl 5-(2-fluoropyridin-3-yl)-1H-pyrrole-3-carboxylate FC1=NC=CC=C1C1=CC(=CN1)C(=O)OC